2,6-bis(2,4-diethyloxyphenyl)-4-(4-(4-ethylphenyl)aminophenyl)pyridine C(C)OC1=C(C=CC(=C1)OCC)C1=NC(=CC(=C1)C1=CC=C(C=C1)NC1=CC=C(C=C1)CC)C1=C(C=C(C=C1)OCC)OCC